6-[2-(3,4-dimethoxyphenyl)ethenyl]-1,3,5-triazine COC=1C=C(C=CC1OC)C=CC1=NC=NC=N1